7-(3,5-diethoxyphenyl)-6-heptynylamide C(C)OC=1C=C(C=C(C1)OCC)C#CCCCCC[NH-]